COC1=CC=C(C=C1)CN(C1=NC=CC=C1C(=O)Cl)CC1=CC=C(C=C1)OC 2-{bis[(4-methoxyphenyl)methyl]amino}pyridine-3-carbonyl chloride